7-amino-2,3,4,5-tetrahydro-3-(4-methoxybutoxy)benzo[b][1,4]oxazepine NC1=CC2=C(OCC(CN2)OCCCCOC)C=C1